CC(C)(C)[Si](OCC1C2CC(CC2CC1OC1OCCCC1)=CCCCC(=O)O)(C)C 5-[4-[[[(1,1-dimethylethyl)dimethylsilyl]oxy]methyl]hexahydro-5-[(tetrahydro-2H-pyran-2-yl)oxy]-2(1H)-pentalenylidene]Pentanoic Acid